FC(OC1=C(C(=O)N[C@H]2[C@H](C2)F)C(=CC(=C1)C=1C=NN2C1N=CC(=C2)O[C@@H](C)C(C)(C)O)OC)F 2-(difluoromethoxy)-N-[(1R,2S)-2-fluorocyclopropyl]-4-[6-[(2S)-3-hydroxy-3-methylbutan-2-yl]oxypyrazolo[1,5-a]pyrimidin-3-yl]-6-methoxybenzamide